ClC=1C=NN(C(C1Cl)=O)CC1=NC2=CC(=C(C=C2C(N1)=O)C)S(=O)(=O)N(C)C 2-((4,5-dichloro-6-oxopyridazin-1(6H)-yl)methyl)-N,N,6-trimethyl-4-oxo-3,4-dihydroquinazoline-7-sulfonamide